C12CN(CC(CC1)N2)C2=NC(=NC1=C(C(=C(C=C21)Cl)C2=C1C(=NNC1=C(C=C2)F)C#N)F)OC[C@]21CCCN1C[C@@H](C2)F 4-(4-(3,8-diazabicyclo-[3.2.1]octan-3-yl)-6-chloro-8-fluoro-2-(((2R,7aS)-2-fluorotetrahydro-1H-pyrrolizin-7a(5H)-yl)methoxy)-quinazolin-7-yl)-7-fluoro-1H-indazole-3-carbonitrile